N1(CCCCC1)C1CCNCC1 4-(piperidinyl)piperidine